FC1=CC=2C(C=3N(C2C=C1)C(C1=C(N3)C=NC=C1)=O)=O 9-fluoropyrido[3',4':4,5]pyrimido[1,2-a]indole-5,11-dione